C(C=CC1=CC=CC=C1)C1=C(C(N(C1C1=CC=C(C=C1)Br)C1=CC=C(C=C1)OC)=O)O 4-cinnamyl-3-hydroxy-5-(4-bromophenyl)-1-(4-methoxyphenyl)-1H-pyrrol-2(5H)-one